C(CCCCCCCCCCCCCCC)(=O)OCC(CN)OC(CCCCCCCCCCCCCCC)=O 1,2-dipalmitoyloxy-3-aminopropane